6-(4-cyclopropyl-1H-imidazol-1-yl)-3-(6-(4-isopropyl-4H-1,2,4-triazol-3-yl)pyridin-2-yl)chromone C1(CC1)C=1N=CN(C1)C=1C=C2C(C(=COC2=CC1)C1=NC(=CC=C1)C1=NN=CN1C(C)C)=O